O=C1CCN1C(=O)O 4-oxoazetidine-1-carboxylic acid